2-(2-(1H-imidazol-2-yl)ethyl)-N4-(2-(4-methylpiperazin-1-yl)ethyl)-6-(piperidin-1-yl)-1,3,5-triazine-2,4-diamine N1C(=NC=C1)CCC1(NC(=NC(=N1)NCCN1CCN(CC1)C)N1CCCCC1)N